Bis(4-aminophenyl)fluorene tert-butyl-4-(4-cyano-1-(2,6-dimethylmorpholino)-5,6,7,8-tetrahydro-2,6-naphthyridin-3-yl)piperazine-1-carboxylate C(C)(C)(C)OC(=O)N1CCN(CC1)C=1N=C(C=2CCNCC2C1C#N)N1CC(OC(C1)C)C.NC1=CC=C(C=C1)C1=C(C=2CC3=CC=CC=C3C2C=C1)C1=CC=C(C=C1)N